N-[1-cyano-2-[2-oxopyrrolidin-3-yl]ethyl]-2-[3-cyclobutyl-2-[(2,2,2-trifluoroacetyl)amino]propanoyl]-5,5-difluoro-2-azabicyclo[2.2.2]octane-3-carboxamide C(#N)C(CC1C(NCC1)=O)NC(=O)C1N(C2CC(C1CC2)(F)F)C(C(CC2CCC2)NC(C(F)(F)F)=O)=O